3,4-bis(decyloxy)thiophene methyl-6-hydroxy-10-(phenylthio)-[1,2,4]triazolo[5,1-a]isoquinoline-5-carboxylate COC(=O)C=1N2C(C3=C(C=CC=C3C1O)SC1=CC=CC=C1)=NC=N2.C(CCCCCCCCC)OC2=CSC=C2OCCCCCCCCCC